C1CS1 ethylene sulfide